S-propyl-isothiourea hydrochloride Cl.C(CC)SC(N)=N